ClC=1C=CC=2N(C1)N=CC2S(=O)(=O)NC2=C(C=C(C(=C2)F)SC(F)(F)F)OC 6-chloro-N-(5-fluoro-2-methoxy-4-((trifluoromethyl)thio)phenyl)pyrazolo[1,5-a]pyridine-3-sulfonamide